(S)-6-(3-(4-chloro-3-fluorophenyl)-1,2,4-oxadiazol-5-yl)-2,2-dimethyl-3,4-dihydro-2H-pyran ClC1=C(C=C(C=C1)C1=NOC(=N1)C1=CCCC(O1)(C)C)F